C=1N=CN2C1C1=CC=CC=C1C2C2C(C=1N(CC2)C=NN1)O 7-(5H-Imidazo[5,1-a]isoindol-5-yl)-5,6,7,8-tetrahydro-[1,2,4]triazolo[4,3-a]pyridin-8-ol